cetyl-sulfoalcohol C(CCCCCCCCCCCCCCC)OS(=O)(=O)O